(R)-N-[1-(1-biphenyl-3-ylmethyl-2-hydroxycarbamoyl-ethyl)-1H-[1,2,3]triazol-4-ylmethyl]-4-fluoro-benzamide C1(=CC(=CC=C1)C[C@H](CC(NO)=O)N1N=NC(=C1)CNC(C1=CC=C(C=C1)F)=O)C1=CC=CC=C1